2-Ethoxy-4-(4,4,5,5-tetramethyl-1,3,2-dioxaborolan-2-yl)pyridine C(C)OC1=NC=CC(=C1)B1OC(C(O1)(C)C)(C)C